chloro(2-methylphenyl)(N,N,N',N'-tetramethyl-1,2-ethylenediamine) nickel (II) [Ni+2].ClC(CN(C)C)(N(C)C)C1=C(C=CC=C1)C